COC(=O)[C@@H]1CN(C[C@@H]1C(=O)OC)CC1=CC=CC=C1 cis-1-benzyl-pyrrolidine-3,4-dicarboxylic acid dimethyl ester